2-[(5-bromo-3-pyridazin-4-yl-pyrazol-1-yl)methoxy]ethyl-trimethylsilane BrC1=CC(=NN1COCC[Si](C)(C)C)C1=CN=NC=C1